C1(=CC=CC=C1)S(=O)(=O)N1C(=CC=2C1=CN=C(C2)CC2(CC2)C(=O)OC(C)(C)C)B2OC(C(O2)(C)C)(C)C tert-butyl 1-[[1-(benzenesulfonyl)-2-(4,4,5,5-tetramethyl-1,3,2-dioxaborolan-2-yl)pyrrolo[2,3-c]pyridin-5-yl]methyl]cyclopropanecarboxylate